1-((2-chloro-6-propylimidazo[1,2-b]pyridazin-3-yl)sulfonyl)-3-(4,6-dimethoxypyrimidin-2-yl)urea ClC=1N=C2N(N=C(C=C2)CCC)C1S(=O)(=O)NC(=O)NC1=NC(=CC(=N1)OC)OC